FC1([C@H]([C@@H]1C(=O)OC)C(=O)O)F |r| Trans-rac-2,2-difluoro-3-(methoxy-carbonyl)cyclopropane-1-carboxylic acid